1-(((1-cyanocyclopropyl)carbamoyl)cyclohexyl)-9H-carbazole-2-carboxamide C(#N)C1(CC1)NC(=O)C1(CCCCC1)C1=C(C=CC=2C3=CC=CC=C3NC12)C(=O)N